ClC(C=CF)(Cl)Cl 3,3,3-trichloro-1-fluoropropene